[4-(difluoromethyl)-1H-pyrazol-1-yl]-N-[(dimethylamino)methylene]-5-nitro-benzenesulfonamide FC(C=1C=NN(C1)C1=C(C=C(C=C1)[N+](=O)[O-])S(=O)(=O)N=CN(C)C)F